BrC1=CC=C(C=C1)[Al](C1=CC=C(C=C1)Br)C1=CC=C(C=C1)Br tris(4-bromophenyl)aluminum